para-vinyl-benzoic acid C(=C)C1=CC=C(C(=O)O)C=C1